C(CC(C(=O)[O-])CC(C(CC)=O)C(CC)=O)C(C(=O)[O-])CC(C(CC)=O)C(CC)=O ethane-1,2-diylbis(5-oxo-4-propionyl heptanoate)